CC(C)C=1N=C(NC1)C1=CC=CC(=N1)N1CCN(CCC1)C1CCN(CC1)C(C)C 1-{6-[4-(Propan-2-yl)-1H-imidazol-2-yl]pyridine-2-yl}-4-[1-(propan-2-yl)piperidin-4-yl]-1,4-diazepane